N-(3-fluoro-4-((6-methoxy-7-(3-(3-methoxypyrrolidin-1-yl)propoxy)quinolin-4-yl)oxy)phenyl)-5-(4-fluorophenyl)-6-oxo-2,3,5,6-tetrahydrofuro[3,2-c]pyridine-7-carboxamide FC=1C=C(C=CC1OC1=CC=NC2=CC(=C(C=C12)OC)OCCCN1CC(CC1)OC)NC(=O)C1=C2C(=CN(C1=O)C1=CC=C(C=C1)F)CCO2